4-Cyclopentadecen C1CCC=CCCCCCCCCCC1